6-chloro-2H-indazole-3-carbaldehyde ClC=1C=CC2=C(NN=C2C1)C=O